CC1(N(CCC(C1)=O)S(=O)(=O)CC=1C(=C(C=CC1)NC(=O)N1CCC(CC1)C1=CC2=C(N(C(N2C)=O)C2C(NC(CC2)=O)=O)C=C1)F)C N-[3-[(2,2-dimethyl-4-oxo-1-piperidyl)sulfonylmethyl]-2-fluoro-phenyl]-4-[1-(2,6-dioxo-3-piperidyl)-3-methyl-2-oxo-benzimidazol-5-yl]piperidine-1-carboxamide